The molecule is a member of the class of quinazolines that is 6-fluoroquinazolin-4-one carrying additional 1,2,4-triazol-1-yl and 2,4-dichlorophenyl substituents at positions 2 and 3 respectively. A fungicide used to control Ascomycetes, Deuteromycetes and Basidiomycetes spp. on cereals, beets and fruit. It has a role as an EC 1.14.13.70 (sterol 14alpha-demethylase) inhibitor and an antifungal agrochemical. It is a member of quinazolines, a dichlorobenzene, a member of triazoles, an organofluorine compound, a conazole fungicide and a triazole fungicide. C1=CC2=C(C=C1F)C(=O)N(C(=N2)N3C=NC=N3)C4=C(C=C(C=C4)Cl)Cl